(rac)-(2r,3s,4r)-3-azido-2-(3-bromo-2-fluorobenzyl)-4-fluoropiperidine-1-carboxylic acid benzyl ester C(C1=CC=CC=C1)OC(=O)N1[C@@H]([C@@H]([C@@H](CC1)F)N=[N+]=[N-])CC1=C(C(=CC=C1)Br)F |r|